CC1=NC=CC(=C1)C1=C(C=NC(=C1)C)C(=O)O 2',6-dimethyl-(4,4'-bipyridine)-3-carboxylic acid